C(C)(C)(C)OC(=O)N1CC(C1)NC=1C=NC(=CC1)C(NC)=O.C(C)(C)(C)OOC(=O)C1CCC(CC1)C(=O)OOC(C)(C)C 1,4-di(tert-butylperoxycarbonyl)cyclohexane tert-butyl-3-{[6-(methylcarbamoyl)pyridin-3-yl]amino}azetidine-1-carboxylate